2-(3-amino-2-isopropylpyridin-4-yl)ethoxy-6-fluorophenyl-2,5-dichloronicotinonitrile NC=1C(=NC=CC1CCOC1=C(C(=NC(=C1C#N)Cl)C1=CC=CC=C1F)Cl)C(C)C